C(C)(C)(C)OC(=O)N1CC=2NC(=NC2C1)C1=NNC2=NC(=CC=C21)Br 2-(6-bromo-1H-pyrazolo[3,4-b]pyridin-3-yl)-4,6-dihydropyrrolo[3,4-d]imidazole-5(1H)-carboxylic acid tert-butyl ester